(s)-2-(isoquinolin-5-yl)-5-(1-(2-methyl-2-azaspiro[3.3]heptan-6-yl)piperidin-3-yl)-2,4-dihydro-3H-1,2,4-triazol-3-one C1=NC=CC2=C(C=CC=C12)N1N=C(NC1=O)[C@@H]1CN(CCC1)C1CC2(CN(C2)C)C1